CNC=1N=CC(=C2C=C(N=CC12)NC(=O)C1CC1)N1C(C=CC=C1)=O N-(8-(methylamino)-5-(2-oxopyridin-1(2H)-yl)-2,7-naphthyridin-3-yl)cyclopropanecarboxamide